3-iodo-1H-indazole-1-carboxylic acid tert-butyl ester C(C)(C)(C)OC(=O)N1N=C(C2=CC=CC=C12)I